4-(8-fluoro-4-(piperazin-1-yl)pyrido[4,3-d]pyrimidin-7-yl)naphthalen-2-ol FC1=C(N=CC2=C1N=CN=C2N2CCNCC2)C2=CC(=CC1=CC=CC=C21)O